FC1(C(CS(=O)(=O)C1F)C(F)F)F 4,4,5-trifluoro-3-(difluoromethyl)sulfolane